C(C)(C)(C)C=1C=C(C=O)C=CC1O 3-tertiary butyl-4-hydroxybenzaldehyde